3-amino-5-(4-fluorophenyl)-6-(1-isopropyl-6-oxo-1,6-dihydropyridin-3-yl)-N-(2-methoxybenzyl)pyrazine-2-carboxamide NC=1C(=NC(=C(N1)C1=CC=C(C=C1)F)C1=CN(C(C=C1)=O)C(C)C)C(=O)NCC1=C(C=CC=C1)OC